C(C)C(O)(CN(CC)CC)C ethyldiethylmethylethanolamine